(4-bromobenzoyl)-6-fluoro-9-nitro-1,2,3,4-tetrahydropyrimidino[1,2-a]indole BrC1=CC=C(C(=O)N2CCCN3C2=CC=2C(=CC=C(C32)F)[N+](=O)[O-])C=C1